FC1CC(N(C1)C(CC1=C(N=NN1)C(F)(F)F)=O)C(=O)NC(C1=CC=CC=C1)C1=NC(=C(C=C1)C(C)C)F 4-fluoro-N-{[6-fluoro-5-(propan-2-yl)pyridin-2-yl](phenyl)methyl}-1-{2-[4-(trifluoromethyl)-1H-1,2,3-triazol-5-yl]acetyl}pyrrolidine-2-carboxamide